2-(1-methyl-1H-pyrazol-4-yl)pyrimidine-4-carboxylic acid CN1N=CC(=C1)C1=NC=CC(=N1)C(=O)O